4-chloropyridine-3,5,6-d3 tert-Butyl-(5-methylpyridin-3-yl)carbamate C(C)(C)(C)N(C(O)=O)C=1C=NC=C(C1)C.ClC1=C(C=NC(=C1[2H])[2H])[2H]